C(C1=CC=CC=C1)OC1=CC=CC=2C3NC(N(C(OC21)(C3)C)C=3C=C(C(=O)NCCOC2=CC=CC=C2)C=CC3)=O 3-(10-(Benzyloxy)-2-methyl-4-oxo-5,6-dihydro-2H-2,6-methanobenzo[g][1,3,5]oxadiazocin-3(4H)-yl)-N-(2-phenoxyethyl)benzamid